(benzofuro[3,2-d]pyrimidin-4-yl)pyrrolidine-2-carboxylic acid N1=CN=C(C2=C1C1=C(O2)C=CC=C1)N1C(CCC1)C(=O)O